FC(C1=CC=C(C=C1)N1CCCC1)(F)F 1-(4-(trifluoromethyl)phenyl)pyrrolidine